6-chloro-5'-(5-chloro-2-methylphenyl)-2'-(4-((2-hydroxyethyl)(methyl)amino)-2-methoxyphenyl)-3'-isopropyl-3'h-spiro[indoline-3,4'-pyrrolo[3,4-d]imidazole]-2,6'(5'h)-dione ClC1=CC=C2C(=C1)NC(C21N(C(C=2N=C(N(C21)C(C)C)C2=C(C=C(C=C2)N(C)CCO)OC)=O)C2=C(C=CC(=C2)Cl)C)=O